2-(2-chlorophenyl)-N-[4-(2-fluorophenoxy)-3-sulfamylphenyl]acetamide ClC1=C(C=CC=C1)CC(=O)NC1=CC(=C(C=C1)OC1=C(C=CC=C1)F)S(N)(=O)=O